C\\1=CC(=O)O/C1=C\\C(=O)C(=O)[O-] The molecule is a 2-oxo monocarboxylic acid anion that is the conjugate base of 2-oxo-3-(5-oxofuran-2-ylidene)propanoic acid, obtained by deprotonation of the carboxy group; major species at pH 7.3. It is a conjugate base of a 2-oxo-3-(5-oxofuran-2-ylidene)propanoic acid.